NC1=C2C(=NC=N1)N(N=C2C2=CC=C(C=C2)OC2=CC=CC=C2)C2CCN(CC2)C2CCN(CC2)CCN2CCC(CC2)C2=CC=C(C=C2)NC2C(NC(CC2)=O)=O 3-((4-(1-(2-(4-(4-amino-3-(4-phenoxyphenyl)-1H-pyrazolo[3,4-d]pyrimidin-1-yl)-[1,4'-bipiperidin]-1'-yl)ethyl)piperidin-4-yl)phenyl)amino)piperidine-2,6-dione